C(C)(C)(C)[Si](C)(C)OCC1=C(C(=CC(=C1)Cl)OCOCC[Si](C)(C)C)B1OC(C(O1)(CC)CC)(CC)CC tert-butyl-[[5-chloro-2-(4,4,5,5-tetraethyl-1,3,2-dioxaborolan-2-yl)-3-(2-trimethylsilylethoxymethoxy)phenyl]methoxy]-dimethyl-silane